N-methyl-taurine sodium salt [Na+].CNCCS(=O)(=O)[O-]